ClC=1C=C(C=CC1)/C=C/C(=O)NNC(C=CC1=CC=CC=C1)=O (E)-3-(3-chlorophenyl)-N'-cinnamoylacrylohydrazide